C(C)(C)(C)OC([C@@H](COC1=CC=C(C=C1)[C@@H]1N=C(N(C1)C(=O)OC(C)(C)C)N(CCNC(=O)OC(C)(C)C)C(=O)OC(C)(C)C)O)=O tert-butyl (S)-4-(4-((R)-3-(tert-butoxy)-2-hydroxy-3-oxopropoxy)phenyl)-2-((tert-butoxycarbonyl)(2-((tert-butoxycarbonyl)amino)ethyl)amino)-4,5-dihydro-1H-imidazole-1-carboxylate